N-((2-((1H-pyrrolo[2,3-b]pyridin-5-yl)methyl)-4-(4-[[2-(4-Chlorophenyl)-4,4-dimethylcyclohexen-1-yl]methyl]piperazin-1-yl)phenyl)sulfonyl)-4-((4-chlorophenoxy)methyl)-3-nitrobenzamide N1C=CC=2C1=NC=C(C2)CC2=C(C=CC(=C2)N2CCN(CC2)CC2=C(CC(CC2)(C)C)C2=CC=C(C=C2)Cl)S(=O)(=O)NC(C2=CC(=C(C=C2)COC2=CC=C(C=C2)Cl)[N+](=O)[O-])=O